1-(2-(difluoromethoxy)-6-methoxypyridin-4-yl)-3-(dimethylamino)propan-1-one FC(OC1=NC(=CC(=C1)C(CCN(C)C)=O)OC)F